BrC1=C(N(C=2N=NC(=CC21)C2=C(C=CC=C2)OCOC)COCC[Si](C)(C)C)C2CN(C2)C(=O)OC(C)(C)C tert-butyl 3-(5-bromo-3-(2-(methoxymethoxy)phenyl)-7-((2-(trimethylsilyl)ethoxy)methyl)-7H-pyrrolo[2,3-c]pyridazin-6-yl)azetidine-1-carboxylate